3-[4-(4-piperidylmethylamino)phenyl]piperidine-2,6-dione N1CCC(CC1)CNC1=CC=C(C=C1)C1C(NC(CC1)=O)=O